C1(CC1)S(=O)(=O)NC1=NC=CC(=N1)C(CC)NC(C1=CC=C(C=C1)C1=NC(=CN=C1)C(F)(F)F)=O N-(1-(2-(cyclopropanesulfonamido)pyrimidin-4-yl)propyl)-4-(6-(trifluoromethyl)pyrazin-2-yl)benzamide